2,4,6-trimethylnonanoic acid CC(C(=O)O)CC(CC(CCC)C)C